C(C)(C)C1=CC=C(COC(=O)[C@@H]2CN(CCC2)C=2C=C(OC(C(=O)N3CCN(CC3)C(=O)OC(C)(C)C)(C)C)C=CC2)C=C1 tert-butyl (S)-4-(2-(3-(3-(((4-isopropylbenzyl)oxy)carbonyl)piperidin-1-yl)phenoxy)-2-methylpropanoyl)piperazine-1-carboxylate